N1-(2-cyanophenyl)-N2-((S)-4-methyl-1-oxo-1-(((S)-3-oxo-1-((S)-2-oxopyrrolidin-3-yl)-4-(2,3,5,6-tetra-fluorophenoxy)butan-2-yl)amino)pentan-2-yl)oxalamide C(#N)C1=C(C=CC=C1)NC(C(=O)N[C@H](C(N[C@@H](C[C@H]1C(NCC1)=O)C(COC1=C(C(=CC(=C1F)F)F)F)=O)=O)CC(C)C)=O